{4-[(2-hydroxytetradecyl)-oxyl]-phenyl}-phenyliodonium hexafluoroantimonate F[Sb-](F)(F)(F)(F)F.OC(COC1=CC=C(C=C1)[I+]C1=CC=CC=C1)CCCCCCCCCCCC